{2-Amino-4-[(4-bromo-3-methoxy-thiophen-2-ylmethyl)-amino]-phenyl}-carbamic acid ethyl ester C(C)OC(NC1=C(C=C(C=C1)NCC=1SC=C(C1OC)Br)N)=O